1,6-hexanediol dibehenate C(CCCCCCCCCCCCCCCCCCCCC)(=O)OCCCCCCOC(CCCCCCCCCCCCCCCCCCCCC)=O